methyl 4-bromo-2-ethynylbenzoate BrC1=CC(=C(C(=O)OC)C=C1)C#C